CC1=C(C=NC=C1)NC(C(C)C)=O N-(4-methylpyridin-3-yl)isobutyramide